N-tert-butyl-2-{[2-(6-methoxyisoquinolin-3-yl)-5H,6H,7H-cyclopenta[d]pyrimidin-4-yl](methyl)amino}acetamide C(C)(C)(C)NC(CN(C)C=1C2=C(N=C(N1)C=1N=CC3=CC=C(C=C3C1)OC)CCC2)=O